C(C)C1(N(C(=C(N1)C(=O)O)C(=O)O)CC)CCC.CS(=O)(=O)N[C@@H](C(C)C)C(=O)N N2-(methylsulfonyl)valinamide diethyl-2-propyl-1H-imidazole-4,5-dicarboxylate